acetic acid (2R,3S,4S,5R)-2-(6-amino-9H-purin-9-yl)-4-bromo-5-((tert-butyldiphenylsilyloxy) methyl)-tetrahydrofuran-3-yl ester NC1=C2N=CN(C2=NC=N1)[C@@H]1O[C@@H]([C@@H]([C@H]1OC(C)=O)Br)CO[Si](C1=CC=CC=C1)(C1=CC=CC=C1)C(C)(C)C